6-(2-chloro-6-fluorophenyl)-2-((2-fluoro-4-((3R,5S)-3,4,5-trimethylpiperazin-1-yl)phenyl)amino)-8,9-dihydroimidazo[1,2-a]pyrimido[5,4-e]pyrimidin-5(6H)-one ClC1=C(C(=CC=C1)F)N1C=2N(C3=C(C1=O)C=NC(=N3)NC3=C(C=C(C=C3)N3C[C@H](N([C@H](C3)C)C)C)F)CCN2